C1(C=2C(C(N1CCS(=O)(=O)N1CC(CCC1)N)=O)=CC=CC2)=O 1-(2-phthalimidoethanesulfonyl)-3-aminopiperidin